C(C#CC)(=O)N[C@@H]1CN(CCC1)C1=NC=CC2=C1N=CN2 (S)-4-(3-(but-2-ynamido)piperidin-1-yl)-1H-imidazo[4,5-c]pyridine